COC(=O)NC1=CC=C(C(=O)NC(C(=O)O)CC2=CC=C(C=C2)N2C(CCCC2)=O)C=C1 2-{4-[(methoxycarbonyl)amino]benzamido}-3-[4-(2-oxopiperidin-1-yl)phenyl]-propionic acid